CC1=CC=NN1CCC(=O)OC[C@@H]1C[C@H]2N(CCC3=CC(=C(C=C23)OC)OC)C[C@H]1CC(C)C [(2R,3S,11bR)-9,10-dimethoxy-3-(2-methylpropyl)-1H,2H,3H,4H,6H,7H,11bH-pyrido[2,1-a]isoquinolin-2-yl]methyl 3-(5-methyl-1H-pyrazol-1-yl)propanoate